P(=O)(OCCCCCCCCCC)(OCCCN(CCCCCCCC)CCCCCCCC)[O-] decyl (3-(dioctylamino)propyl) phosphate